C(CCCCCCC\C=C/CCCCCCCC)OC(CC)N(C)C oleyloxy-N,N-dimethylaminopropane